ClC=1C(=CC(=C(C(=O)NC=2C=NC=[N+](C2)[O-])C1)OC1=C(C=C(C=C1)F)C)C(F)(F)F 5-(5-chloro-2-(4-fluoro-2-methylphenoxy)-4-(trifluoromethyl)benzamido)pyrimidine 1-oxide